(S)-6-(((1-(1-(tert-butyl)piperidin-4-yl)-1H-1,2,3-triazol-4-yl)(3,6-dihydro-2H-pyran-4-yl)methyl)amino)-8-chloro-4-((3-chloro-4-fluorophenyl)amino)quinoline-3-carbonitrile C(C)(C)(C)N1CCC(CC1)N1N=NC(=C1)[C@H](C=1CCOCC1)NC=1C=C2C(=C(C=NC2=C(C1)Cl)C#N)NC1=CC(=C(C=C1)F)Cl